1-((2R,4S,5R)-4-hydroxy-5-(hydroxymethyl)tetrahydrofuran-2-yl)-5-(trifluoromethyl)pyrimidine-2,4(1H,3H)-dione O[C@H]1C[C@@H](O[C@@H]1CO)N1C(NC(C(=C1)C(F)(F)F)=O)=O